CN(C(CCCC1=CC=C(C=C1)N)=O)C N,N-Dimethyl-4-(4-aminophenyl)butanamide